C(CCCCCCCCCCCCCCC)(=O)C([C@](N)(C(=O)N[C@@H](CO)C(=O)N[C@@H](CO)C(=O)O)C(CCCCCCCCCCCCCCC)=O)(SCC(O)CO)C(CCCCCCCCCCCCCCC)=O tripalmitoyl-S-glyceryl-cysteinyl-serinyl-serine